C(C(O)CO)N(CC(=O)O)CC glycerylethylglycine